C(CCCCCCCCCCCCCCCCC)(=O)OCC(COC(CCNC([C@@H](C(CO)(C)C)O)=O)=O)OC(CCCCCCCCCCCCCCCCC)=O 3-((3-((R)-2,4-Dihydroxy-3,3-dimethylbutanamido)propanoyl)oxy)propane-1,2-diyl distearate